(E)-9-dodecen-1-ylacetate C(CCCCCCC\C=C\CC)CC(=O)[O-]